C1CNCC2N1C1=CC=CC=C1NC2 2,3,4,4a,5,6-hexahydro-1H-pyrazino[1,2-a]quinoxaline